2-Chloro-3-fluorobenzeneboronic acid ClC1=C(C=CC=C1F)B(O)O